C(C1=CC=CC=C1)OC1=C2C(=CN(C2=CC=C1)C(=O)OC(C)(C)C)C1=CC=C(C=C1)C(=O)OC tert-butyl 4-benzyloxy-3-(4-methoxycarbonylphenyl)-indole-1-carboxylate